ClCCC(=C(C1=CC=CC=C1)C1=CC=C(OCCN2CCC(CC2)CN2CC3N(C(C2)C3)C=3C=C2C(N(C(C2=CC3)=O)C3C(NC(CC3)=O)=O)=O)C=C1)C1=CC=CC=C1 5-(3-((1-(2-(4-(4-chloro-1,2-diphenylbut-1-en-1-yl)phenoxy)ethyl)piperidin-4-yl)methyl)-3,6-diazabicyclo[3.1.1]heptan-6-yl)-2-(2,6-dioxopiperidin-3-yl)isoindoline-1,3-dione